N(=[N+]=[N-])CCOCCN1CCN(CC1)C1=CC=C(C=C1)NC1=NC=C(C(=N1)NC1=C(C=CC=C1)S(=O)(=O)C(C)C)Cl N2-(4-(4-(2-(2-Azidoethoxy)ethyl)piperazin-1-yl)phenyl)-5-chloro-N4-(2-(isopropylsulfonyl)phenyl)pyrimidine-2,4-diamine